FC1=CC=C(C=C1)C=1NC2=CC=CC=C2C1SCC(=O)O 2-[[2-(4-fluorophenyl)-1H-indol-3-yl]sulfanyl]acetic acid